ClC1=CC(=C2C=NN(C2=C1)S(=O)(=O)C)N1CC(N(CC1)S(=O)(=O)C)(C)C 6-chloro-4-(3,3-dimethyl-4-(methylsulfonyl)piperazin-1-yl)-1-(methylsulfonyl)-1H-indazole